C(#N)C=1C=NN(C1)[C@H]1[C@@H](CC1)C=1NC(C2=C(N1)N(N=C2C#N)[C@@H](C)C2CCOCC2)=O 6-((1R,2R)-2-(4-Cyano-1H-pyrazol-1-yl)cyclobutyl)-4-oxo-1-((S)-1-(tetrahydro-2H-pyran-4-yl)ethyl)-4,5-dihydro-1H-pyrazolo[3,4-d]pyrimidin-3-carbonitril